2-(4-methoxyphenyl)ethanamine COC1=CC=C(C=C1)CCN